2-tert-butyl-1H-benzoimidazole-4-carboxylic acid (piperidin-4-ylmethyl)amide N1CCC(CC1)CNC(=O)C1=CC=CC=2NC(=NC21)C(C)(C)C